1-(6-(trifluoromethoxy)pyridin-3-yl)ethan-1-one FC(OC1=CC=C(C=N1)C(C)=O)(F)F